3-(4-Bromobut-2-ynyl)-6,6,9-trimethyl-6a,7,10,10a-tetrahydrobenzo[c]chromen-1-ol BrCC#CCC=1C=C(C=2C3C(C(OC2C1)(C)C)CC=C(C3)C)O